O=C1NC(CCC1N1C(C2=CC=C(C=C2C1)C=O)=O)=O (2,6-Dioxopiperidin-3-yl)-1-oxoisoindoline-5-carbaldehyde